C(C)(=O)OC1(CC1)C=1C(=NC(=CC1)C=1C=NN2C1C=CC(=C2)OC=2N=NC(=CC2)C)Cl [1-[2-chloro-6-[6-(6-methylpyridazin-3-yl)oxypyrazolo[1,5-a]pyridin-3-yl]pyridin-3-yl] cyclopropyl] acetate